2-cyclopentyl-4-fluoro-5-{2-[(1-methyl-1H-1,2,3,4-tetrazol-5-yl)sulfanyl]-5-nitrobenzamido}benzamide C1(CCCC1)C1=C(C(=O)N)C=C(C(=C1)F)NC(C1=C(C=CC(=C1)[N+](=O)[O-])SC1=NN=NN1C)=O